(3aR,5r,6aS)-Hexahydro-1H-cyclopenta[c]thiophen-5-yl methanesulfonate CS(=O)(=O)OC1C[C@@H]2[C@@H](CSC2)C1